C(#C)C1=CC=C(CN2CCOCC2)C=C1 4-(4-ethynyl-Benzyl)morpholine